4-N,N-dimethylcytosine CN(C1=NC(NC=C1)=O)C